COC=1C=C(C=CC1)C1=NNC=C1 3-(3-methoxyphenyl)-1H-pyrazole